(R)-tert-butyl (1-(4-(ethylamino)-3-nitrobenzoyl)piperidin-3-yl)carbamate C(C)NC1=C(C=C(C(=O)N2C[C@@H](CCC2)NC(OC(C)(C)C)=O)C=C1)[N+](=O)[O-]